NC1=NC2=CC(=CC(=C2C=C1)F)CN(C(=O)C=1C=NC(=NC1)C(F)(F)F)C=1C(=NC=CC1)S(=O)(=O)C N-[(2-amino-5-fluoroquinolin-7-yl)methyl]-N-(2-methanesulfonylpyridin-3-yl)-2-(trifluoro-methyl)pyrimidine-5-carboxamide